ClC=1C(=CC(=NC1)OC)C1=CC(=NN1)C(=O)N1CCC(CC1)C(=O)N[C@@H]1CCCC=2C=CC=NC12 1-[5-(5-chloro-2-methoxypyridin-4-yl)-1H-pyrazole-3-carbonyl]-N-[(8R)-5,6,7,8-tetrahydroquinolin-8-yl]piperidine-4-carboxamide